(4-sulfamoylphenyl)benzamide S(N)(=O)(=O)C1=CC=C(C=C1)C1=C(C(=O)N)C=CC=C1